N1=C2C(=NC=C1)N=CC(=C2)[C@@H](CC(=O)O)N2N=CC1=CC(=CC=C21)OCCC2=NC=1NCCCC1C=C2 (R)-3-(Pyrido[2,3-b]pyrazin-7-yl)-3-(5-(2-(5,6,7,8-tetrahydro-1,8-naphthyridin-2-yl)ethoxy)-1H-indazol-1-yl)propanoic acid